C1=CC2=C(N=C1)N=C(O2)C3=C(C=CC(=C3)NC(=O)C4=CC=CO4)Cl The molecule is an aromatic amide obtained by formal condensation of the carboxy group of 2-furoic acid with the aromatic amino group of 4-chloro-3-([1,3]oxazolo[4,5-b]pyridin-2-yl)aniline. It has a role as a proteasome inhibitor and an antiparasitic agent. It is an oxazolopyridine, a member of furans, an aromatic amide, a ring assembly and a member of monochlorobenzenes. It derives from a 2-furoic acid.